FC=1C=C(C#N)C=CC1N1CCN(CC1)C=1SC(=CN1)C=O 3-fluoro-4-(4-(5-formylthiazol-2-yl)piperazin-1-yl)benzonitrile